S1C(C)(C)[C@H](C(=O)O)N2[C@H]1[C@H](N)C2=O 6-aminopenicillanic acid